O[C@@H]1C=C(C[C@H]([C@@H]1O)O)C(=O)OCC ethyl (3r,4s,5r)-3,4,5-trihydroxy-1-cyclohexene-1-carboxylate